C(C)(=O)OC([C@H](OC)[C@@H](OC)[C@@H](OC(C)=O)COC(C)=O)[2H] 1,4,5-Tri-O-acetyl-1-deuterio-2,3-di-O-methyl-L-arabinitol